The molecule is a pyrrolidinone and carboxamide that is N-methylpyrrolidin-2-one in which one of the methyl hydrogens is replaced by an aminocarbonyl group, while another is replaced by an ethyl group (the S enantiomer). An anticonvulsant, it is used for the treatment of epilepsy in both human and veterinary medicine. It has a role as an anticonvulsant, an environmental contaminant and a xenobiotic. CC[C@@H](C(=O)N)N1CCCC1=O